C1(CCC1)OCC#CC1=NC=2N(C(N(C(C2N1CC1=CC=C(C=C1)F)=O)CCCCO)=O)C 8-(3-Cyclobutoxyprop-1-yn-1-yl)-7-(4-fluorobenzyl)-1-(4-hydroxybutyl)-3-methyl-3,7-dihydro-1H-purine-2,6-dione